2-(4-(2,4-difluorophenoxy)piperidin-1-yl)aniline FC1=C(OC2CCN(CC2)C2=C(N)C=CC=C2)C=CC(=C1)F